NCC1=CC(=C(C=C1)O)C(F)(F)F 4-(aminomethyl)-2-(trifluoromethyl)phenol